CN(CC(=O)NC1=NC=C(C=C1)NC=1N=CC2=C(N1)CN(CC2)C2=C(C1=C(OCCN1)N=C2)C)C 2-(dimethylamino)-N-(5-((7-(8-methyl-2,3-dihydro-1H-pyrido[2,3-b][1,4]oxazin-7-yl)-5,6,7,8-tetrahydropyrido[3,4-d]pyrimidin-2-yl)amino)pyridin-2-yl)acetamide